FC1=C(C=CC=C1)P(=O)(C1=C(C=CC=C1)F)N(P1C(CCC1C1=CC=C(C=C1)C)C1=CC=C(C=C1)C)CCCC rac-N-(bis(2-fluorophenyl)phosphoryl)-N-butyl-2,5-bis(4-methylphenyl)phospholane-1-amine